(4-Chlorophenyl)-5-(1-methyl-1H-pyrazol-4-yl)pyrido[3,4-b]pyrazin-3(4H)-one ClC1=CC=C(C=C1)C1=NC2=C(NC1=O)C(=NC=C2)C=2C=NN(C2)C